(3R*,4R*)-1-Cyclohexyl-4-{[1-(2,4-difluoro-phenyl)-1H-[1,2,3]triazole-4-carbonyl]-amino}-piperidine-3-carboxylic acid ((1S*,2R*)-2-phenyl-cyclopropyl)-amide C1(=CC=CC=C1)[C@@H]1[C@H](C1)NC(=O)[C@@H]1CN(CC[C@H]1NC(=O)C=1N=NN(C1)C1=C(C=C(C=C1)F)F)C1CCCCC1 |o1:6,7,12,17|